4-isopropanesulfonylbenzeneboronic acid C(C)(C)S(=O)(=O)C1=CC=C(C=C1)B(O)O